C1CC12CCN(CC2)C2=C(C(=O)NC1=CC=CC3=CC=C(C=C13)C(F)(F)F)C=CC(=C2)NS(=O)(=O)CCO 2-{6-azaspiro[2.5]octan-6-yl}-4-(2-hydroxyethanesulfonylamino)-N-(7-(trifluoromethyl)naphthalen-1-yl)benzamide